N-(3-amino-6-(2,2,3,3-tetrafluoropropoxy)pyridin-2-yl)ethanesulfonamide NC=1C(=NC(=CC1)OCC(C(F)F)(F)F)NS(=O)(=O)CC